N-(((2S,4R)-4-(aminomethyl)pyrrolidin-2-yl)methyl)-2-(4,4''-difluoro-[1,1':3',1''-terphenyl]-5'-yl)-2-methylpropanamide hydrochloride salt Cl.NC[C@H]1C[C@H](NC1)CNC(C(C)(C)C=1C=C(C=C(C1)C1=CC=C(C=C1)F)C1=CC=C(C=C1)F)=O